C(C)OC(CC1C=2C(C3=C(C(=N1)C1=CC=C(C=C1)Cl)C=C(C=C3)F)=CN(C(C2)=O)C)=O Ethyl-2-(7-(4-chlorophenyl)-9-fluoro-2-methyl-3-oxo-3,5-dihydro-2H-benzo[c]pyrido[3,4-e]azepin-5-yl)acetate